18,21-Dihydroxyoctacosanoic acid OC(CCCCCCCCCCCCCCCCC(=O)O)CCC(CCCCCCC)O